NC1=CC(=C(OC2=C(C=NN2C2CCOCC2)C(=O)OCC)C(=C1)F)F Ethyl 5-(4-amino-2,6-difluorophenoxy)-1-(oxan-4-yl)pyrazole-4-carboxylate